2-hydroxy-4-(2-acryloyloxy-ethoxy)benzophenone OC1=C(C(=O)C2=CC=CC=C2)C=CC(=C1)OCCOC(C=C)=O